(2E)-3-(2-amino-5-bromo-3-iodophenyl)-2-methylpropan-2-enenitrile NC1=C(C=C(C=C1I)Br)/C=C(/C#N)\C